1-(4-((4-((2-fluoro-4-((1'-methyl-1',2',3',6'-tetrahydro-[2,4'-bipyridin]-4-yl)oxy)phenyl)amino)-7-methoxyquinazolin-6-yl)amino)piperidin-1-yl)prop-2-en-1-one FC1=C(C=CC(=C1)OC1=CC(=NC=C1)C=1CCN(CC1)C)NC1=NC=NC2=CC(=C(C=C12)NC1CCN(CC1)C(C=C)=O)OC